5-((4-(3-ethyl-2-(1H-pyrazolo[3,4-b]pyridin-4-yl)-1H-indol-5-yl)piperidin-1-yl)methyl)thiazol-2-amine C(C)C1=C(NC2=CC=C(C=C12)C1CCN(CC1)CC1=CN=C(S1)N)C1=C2C(=NC=C1)NN=C2